ClC=1C=CC2=C([C@@H](C[C@@H](O2)C(=O)NC23CC(C2)(C3)N3N=CC(=C3)OCCOC(F)F)O)C1 (2R,4R)-6-chloro-N-(3-{4-[2-(difluoromethoxy)ethoxy]-1H-pyrazol-1-yl}bicyclo[1.1.1]pentan-1-yl)-4-hydroxy-3,4-dihydro-2H-1-benzopyran-2-carboxamide